C(C1=CC=CC=C1)OC1=NC=C(C2=CC(=NC=C12)Cl)O 1-(benzyloxy)-6-chloro-2,7-naphthyridin-4-ol